1,3-diisopropyl-carbodiimide C(C)(C)N=C=NC(C)C